CC1=C(C(=CC=C1)C)C1=NC=2NS(C=3C=CC=C(C(N([C@@H](COC(=C1)N2)CC(C)C)C2CC(C2)C(=O)O)=O)C3)(=O)=O 3-[(11R)-6-(2,6-dimethylphenyl)-11-isobutyl-2,2,13-trioxo-9-oxa-2λ6-thia-3,5,12,19-tetrazatricyclo[12.3.1.14,8]nonadeca-1(18),4(19),5,7,14,16-hexaen-12-yl]cyclobutanecarboxylic acid